3,5-Bis(dodecyloxy)benzyl 3-(4-methylpiperazin-1-yl)propanoate CN1CCN(CC1)CCC(=O)OCC1=CC(=CC(=C1)OCCCCCCCCCCCC)OCCCCCCCCCCCC